C1(=CC=CC=C1)C=1NC2=C(C=C(C=C2C1)CC#N)NC1CCOCC1 2-(2-phenyl-7-((tetrahydro-2H-pyran-4-yl)amino)-1H-indol-5-yl)acetonitrile